OC1=CC=C(C2=C1C=C(O2)CNC(=O)C=2C=NN1C2N=CC=C1)C(=O)OC Methyl 4-hydroxy-2-((pyrazolo[1,5-a]pyrimidine-3-carboxamido)methyl)benzofuran-7-carboxylate